N1(CCC1)C(CN1CCC(CC1)C1=NC=C(C=N1)C=1C=CC=2N(C1)C(=C(N2)CC)N(C=2SC(=C(N2)C2=CC=C(C=C2)F)C#N)C)=O 2-((6-(2-(1-(2-(azetidin-1-yl)-2-oxoethyl)piperidin-4-yl)pyrimidin-5-yl)-2-ethylimidazo[1,2-a]pyridin-3-yl)(methyl)amino)-4-(4-fluorophenyl)thiazole-5-carbonitrile